(1-(((S)-Azetidin-2-yl)methyl)-6-(5-chloro-1H-pyrazol-4-yl)-1H-indol-3-yl)(6-methoxychroman-3-yl)methanone N1[C@@H](CC1)CN1C=C(C2=CC=C(C=C12)C=1C=NNC1Cl)C(=O)C1COC2=CC=C(C=C2C1)OC